5-amino-2-[3-(2,2-dimethylpropanoylamino)-4-pyridyl]-6-(5-methyl-1H-indazol-4-yl)pyrimidine-4-carboxamide NC=1C(=NC(=NC1C1=C2C=NNC2=CC=C1C)C1=C(C=NC=C1)NC(C(C)(C)C)=O)C(=O)N